FC=1C(=C(OC2=NC=C(C=C2B(O)O)C(F)(F)F)C=CC1F)C [2-(3,4-difluoro-2-methyl-phenoxy)-5-(trifluoromethyl)-3-pyridyl]boronic Acid